C1(CC1)N(C(=O)N)C 1-cyclopropyl-1-methyl-urea